1,11-undecanedioic acid C(CCCCCCCCCC(=O)O)(=O)O